C(C1(C(O)C(=CC(=C1)C)C(C)(C)C)O)C1(C(O)C(=CC(=C1)C)C(C)(C)C)O 2,2'-methylene-bis(4-methyl-6-t-butylcatechol)